2,2-bis(4'-hydroxy-3'-tert-butylphenyl)-4-methylpentane OC1=C(C=C(C=C1)C(C)(CC(C)C)C1=CC(=C(C=C1)O)C(C)(C)C)C(C)(C)C